FC=1C=C(C=CC1)N(S(=O)(=O)C1CCN(CC1)C(=O)OC(C)(C)C)CC=1N=C2N(C=CC(=C2)C=2OC(=NN2)C(F)(F)F)C1 tert-butyl 4-(N-(3-fluorophenyl)-N-((7-(5-(trifluoromethyl)-1,3,4-oxadiazol-2-yl)imidazo[1,2-a]pyridin-2-yl)methyl)sulfamoyl)piperidine-1-carboxylate